4-amino-4'-chlorodiphenylamine C1=CC(=CC=C1N)NC2=CC=C(C=C2)Cl